6-(3-Aza-bicyclo[3.1.0]hexan-3-yl)-3-(((S)-10-hydroxy-7-((R)-2-phenylpiperazine-1-carbonyl)-7-aza-spiro[4.5]decan-10-yl)methyl)pyrimidin-4(3H)-one C12CN(CC2C1)C1=CC(N(C=N1)C[C@@]1(CCN(CC12CCCC2)C(=O)N2[C@@H](CNCC2)C2=CC=CC=C2)O)=O